3-tert-butyl-8-(4-hydroxypiperidin-1-yl)-6-(4-methoxybenzyl)pyrido[2,3-e][1,2,4]triazolo[4,3-c]pyrimidin-5(6H)-one C(C)(C)(C)C1=NN=C2N1C(N(C1=C2N=CC(=C1)N1CCC(CC1)O)CC1=CC=C(C=C1)OC)=O